COC(=O)N1CC=2N(CC1)C(=NN2)C#CC2=NC(=CC=C2)C 3-[2-(6-Methyl-2-pyridinyl)ethynyl]-6,8-dihydro-5H-[1,2,4]triazolo[4,3-a]pyrazine-7-carboxylic acid methyl ester